N-(3-formyl-5-methanesulfonamidophenyl)-4-phenylthiophene-2-carboxamide C(=O)C=1C=C(C=C(C1)NS(=O)(=O)C)NC(=O)C=1SC=C(C1)C1=CC=CC=C1